(6Ar,10aR)-3-(1-hydroxyheptyl)-6,6,9-trimethyl-6a,7,10,10a-tetrahydrobenzo[c]chromen-1-ol OC(CCCCCC)C=1C=C(C=2[C@H]3[C@H](C(OC2C1)(C)C)CC=C(C3)C)O